ClC=1C=C(C=CC1Cl)C=1N(C(=CC(C1C(=O)O)=O)CN1N=CC(=C1)C(=O)OC)CC 2-(3,4-dichlorophenyl)-1-ethyl-6-[(4-methoxycarbonylpyrazol-1-yl)methyl]-4-oxo-pyridine-3-carboxylic acid